Quinazoline-6-one N1=CN=CC=2CC(C=CC12)=O